4-methoxy-1-((4-methylquinazolin-2-yl)methyl)piperidin-3-ol COC1C(CN(CC1)CC1=NC2=CC=CC=C2C(=N1)C)O